FS(C1=CC=C(C=C1)N[C@@H]1CC[C@H](CC1)S(=O)(=N)C1=CC=C(C=C1)C1=CC(=NC=C1)C(=O)N)(F)(F)(F)F (+)-4-(4-{[trans-4-{[4-(pentafluoro-λ6-sulfanyl)phenyl]Amino}cyclohexyl]sulfonimidoyl}phenyl)pyridine-2-carboxamide